NC(=NS(=O)(=O)C1CC1)C1=CC=CC=C1 N-[amino(phenyl)methylene]cyclopropanesulfonamide